2-(4-(1-chloronaphthalen-2-yl)phenyl)-6,8-diphenyl-[1,2,4]triazolo[1,5-a]pyridine ClC1=C(C=CC2=CC=CC=C12)C1=CC=C(C=C1)C1=NN2C(C(=CC(=C2)C2=CC=CC=C2)C2=CC=CC=C2)=N1